methyl (Z)-2-[5-(4-chloro-3-isopropoxy-pyrazol-1-yl)-2-methyl-phenoxy]-3-methoxy-prop-2-enoate ClC=1C(=NN(C1)C=1C=CC(=C(O\C(\C(=O)OC)=C/OC)C1)C)OC(C)C